(2R,3R)-5,7-dihydroxy-2-(3,4,5-trihydroxyphenyl)chroman-3-yl 2-fluoro-3,4,5-trihydroxybenzoate FC1=C(C(=O)O[C@H]2[C@H](OC3=CC(=CC(=C3C2)O)O)C2=CC(=C(C(=C2)O)O)O)C=C(C(=C1O)O)O